C(C=C)(=O)[O-].C(CC)[N+](CCO)(CCC)CCC tripropyl-(2-hydroxyethyl)ammonium acrylate